4-(2-isopropylphenyl)-1-methyl-6-(4-(5-methyl-3-(trifluoromethyl)-1H-pyrazol-1-yl)styryl)-1H-imidazo[4,5-c]pyridine C(C)(C)C1=C(C=CC=C1)C1=NC(=CC2=C1N=CN2C)C=CC2=CC=C(C=C2)N2N=C(C=C2C)C(F)(F)F